2-(2-isothiocyanatophenyl)-3-(3,3,3-trifluoro-1-(thiophen-2-yl)propyl)-1H-indole N(=C=S)C1=C(C=CC=C1)C=1NC2=CC=CC=C2C1C(CC(F)(F)F)C=1SC=CC1